alpha-L-rhamnopyranosyl-(1-3)-beta-D-glucopyranose [C@@H]1([C@H](O)[C@H](O)[C@@H](O)[C@@H](O1)C)O[C@@H]1[C@H]([C@H](O)O[C@@H]([C@H]1O)CO)O